4-fluoro-3-[(methoxymethyl)oxy]8-{[tris(propan-2-yl)silyl]Ethynyl}naphthalen-1-ol FC1=C(C=C(C2=C(C=CC=C12)C#C[Si](C(C)C)(C(C)C)C(C)C)O)OCOC